calcium bis(2-ethylhexanoate) C(C)C(C(=O)[O-])CCCC.C(C)C(C(=O)[O-])CCCC.[Ca+2]